BrC1=NN(C(=N1)C(CCCOC1OCCCC1)OC1=CC(=CC(=C1)F)F)COC 3-bromo-5-(1-(3,5-difluorophenoxy)-4-((tetrahydro-2H-pyran-2-yl)oxy)butyl)-1-(methoxymethyl)-1H-1,2,4-triazole